C1(CC1)C(=O)NC=1C(=C(N=NC1)C(=O)NC)NC1=C2N(CC=3N(C2=CC=C1)N=C(C3)C)C (cyclopropanecarboxamido)-4-((2,5-dimethyl-4,5-dihydropyrazolo[1,5-a]quinoxalin-6-yl)amino)-N-methylpyridazine-3-carboxamide